CC1C2(C(C3=CC=CC=C3C1)=O)C1(NCC2)C(NC2=CC=CC=C21)=O Methyl-3'',4''-dihydro-1''H-dispiro[indolin-3,2'-pyrrolidin-3',2''-naphthalene]-1'',2-dione